C(C)(C)(C)OC(=O)N1[C@H](CCC1)C=O tert-butyl-(R)-2-formylpyrrolidine-1-carboxylate